4-chloro-2-fluoro-5-(2,2,2-trifluoroethylthio)phenol ClC1=CC(=C(C=C1SCC(F)(F)F)O)F